C1(CCCCC1)C1=CC=C(C=C1)S(=O)(=O)NC1=CNC2=CC(=C(C=C12)F)F 4-cyclohexyl-N-(5,6-difluoro-1H-indol-3-yl)benzenesulfonamide